4-methyl-5-(pyrazinyl)-3H-1,2-dithiol-3-thione CC=1C(SSC1C1=NC=CN=C1)=S